tert-butyl N-[1-(dicyclopropylmethyl)-2-[[5-[5-ethyl-3-methyl-1-(2-trimethylsilylethoxymethyl)pyrazol-4-yl]-2-pyridyl]amino]-2-oxo-ethyl]carbamate C1(CC1)C(C(C(=O)NC1=NC=C(C=C1)C=1C(=NN(C1CC)COCC[Si](C)(C)C)C)NC(OC(C)(C)C)=O)C1CC1